NCC1(CC1)C(O)C1=CC=C(C=C1)F (1-(aminomethyl)cyclopropyl)(4-fluorophenyl)methanol